4-(bicyclo[1.1.1]pentan-1-ylamino)-2-((4-((2-(dimethylamino)ethyl)(methyl)-amino)-2-methoxy-5-nitrophenyl)amino)pyrimidine-5-carboxylic acid isopropyl ester C(C)(C)OC(=O)C=1C(=NC(=NC1)NC1=C(C=C(C(=C1)[N+](=O)[O-])N(C)CCN(C)C)OC)NC12CC(C1)C2